(4-methoxycyclohexyl)(4-(((3S,4r,5R)-3,4,5-trihydroxypiperidin-1-yl)methyl)piperidin-1-yl)methanone COC1CCC(CC1)C(=O)N1CCC(CC1)CN1C[C@@H](C([C@@H](C1)O)O)O